5'-fluoro-2'-(4-methoxybenzyl)-6'-vinyl-2',3'-dihydro-1'H-spiro[cyclopropane-1,4'-isoquinoline] FC1=C2C3(CN(CC2=CC=C1C=C)CC1=CC=C(C=C1)OC)CC3